3-amino-2-(1-isopropylpiperidin-4-yl)pyridine-4-carbonitrile NC=1C(=NC=CC1C#N)C1CCN(CC1)C(C)C